NC1=NC=CC=C1C1=NC=2C(=NC(=CC2)C2=CC=CC=C2)N1C=1C=CC(=NC1)NC(=O)C1=C(C=C(C(=O)O)C=C1)F 4-((5-(2-(2-aminopyridin-3-yl)-5-phenyl-3H-imidazo[4,5-b]pyridin-3-yl)pyridin-2-yl)carbamoyl)-3-fluorobenzoic acid